methyl 2-((4-(5-fluoro-4-hydroxypyrimidin-2-yl) cyclohex-3-en-1-yl) methyl)-1-(((S)-oxetan-2-yl) methyl)-1H-thieno[2,3-d]imidazole-5-carboxylate FC=1C(=NC(=NC1)C1=CCC(CC1)CC=1N(C2=C(N1)SC(=C2)C(=O)OC)C[C@H]2OCC2)O